NC(C(=O)NC1=CC=C2C(=C1)NC(C21CCOCC1)=O)C1CCC(CC1)C 2-amino-2-(4-methylcyclohexyl)-N-(2-oxospiro[indoline-3,4'-tetrahydropyran]-6-yl)-acetamide